CC1([C@@H](N(C1)C(C=C)=O)COC=1C=NC=CC1N1C=C(C=2C(NCCC21)=O)NC2=C(C(=CC=C2)F)OC)C (3-{[(2R)-3,3-dimethyl-1-(prop-2-enoyl)azetidin-2-yl]methoxy}pyridin-4-yl)-3-[(3-fluoro-2-methoxyphenyl)amino]-1H,5H,6H,7H-pyrrolo[3,2-c]pyridin-4-one